[2-(2-ethyl) methyleneaminopropyl] benzoate C(C1=CC=CC=C1)(=O)OCC(C)N=CCC